C(C)(C)(C)OC(C)(C)C Ditert.butylether